BrC1=CC=C(C=C1)[C@H]1[C@@H](C1)NC1CCC(CC1)N N1-((trans)-2-(4-bromophenyl)cyclopropyl)cyclohexane-1,4-diamine